FC1=C(C=CC(=C1)F)C=1C(=NN2C1N=C(C=C2O)C2=CC=C(C=C2)OC2=CC=CC=C2)C.[Na] sodium 3-(2,4-difluorophenyl)-2-methyl-5-(4-phenoxyphenyl)pyrazolo[1,5-a]pyrimidin-7-ol